OC1=C(C(=O)C2=CC=CC=C2)C=CC(=C1)OCCCCOC(C=C)=O 2-hydroxy-4-(4-acryloyloxybutoxy)benzophenone